tetraglycidyl-methylenedianiline tert-butyl-N-[4-[(E)-4-(4-bromophenyl)but-3-enyl]phenyl]carbamate C(C)(C)(C)OC(NC1=CC=C(C=C1)CC\C=C\C1=CC=C(C=C1)Br)=O.C(C1CO1)C1=C(C(=C(N(CNC2=CC=CC=C2)CC2CO2)C=C1)CC1CO1)CC1CO1